C(OCCOP(=O)(OCC1=CC=CC=C1)OCC1=CC=CC=C1)(OCCl)=O 2-((bis(benzyloxy)phosphoryl)oxy)ethyl (chloromethyl) carbonate